4-[(3-ethynyl-phenyl)amino]-6-(piperidin-4-yloxy)-7-methoxy-quinazoline C(#C)C=1C=C(C=CC1)NC1=NC=NC2=CC(=C(C=C12)OC1CCNCC1)OC